6-oxa-3-azabicyclo[3.1.1]heptane tosylate salt S(=O)(=O)(O)C1=CC=C(C)C=C1.C12CNCC(O1)C2